ClC1=C(C=CC=C1)C=1N(C2=NC(=NC(=C2N1)N1CCC(CC1)(C(=O)N)C)N(C)C[C@H](C)O)C1=CC=C(C=C1)Cl 1-[8-(2-chlorophenyl)-9-(4-chlorophenyl)-2-[[(2S)-2-hydroxypropyl]-methyl-amino]purin-6-yl]-4-methyl-piperidine-4-carboxamide